BrC=1C=CC=2C=3C=C4C(=CC3C(C2C1)=O)C=CC=C4 2-bromo-11H-benzo[b]fluoren-11-one